potassium hexamethyldisilazide C[Si]([N-][Si](C)(C)C)(C)C.[K+]